C(C)(C)C1=C(NC2=CC=C(C=C12)C1CCN(CC1)C(C)C)C=1C=CC=2N(C1)C=CN2 6-(3-isopropyl-5-(1-isopropylpiperidin-4-yl)-1H-indol-2-yl)imidazo[1,2-a]pyridine